NCC(=O)NC(=O)NC1=C2NC=NC2=NC(=N1)C(NC(CN)=O)=O N6-glycylcarbamoyl-(glycinylcarbamoyl)-adenine